COC(C1=CC=C(C=C1)C1=NC(=NC=C1C)NC=1C=NN(C1)C1CC1)=O 4-[2-(1-Cyclopropyl-1H-pyrazol-4-ylamino)-5-methyl-pyrimidin-4-yl]-benzoic Acid Methyl Ester